C(C)(C)(C)OC(=O)NC1(CCC1)C(=O)O 1-(N-(t-butyloxycarbonyl)amino)cyclobutanecarboxylic acid